ClC=1C=CC(=NC1)[C@H]1[C@@H](CNCC1)C 5-chloro-2-[(3s,4r)-3-methyl-4-piperidinyl]pyridine